[Na+].C[Si](CCC(=O)[O-])(C)C 3-trimethylsilylpropionic acid sodium salt